C1(CC1)C=1C=C(C=C2C(=NC=NC12)N[C@@H](C)C1=NC(=NN1C1=CC(=NC=N1)C(=O)N)C)C(F)F 6-[5-[(1S)-1-[[8-cyclopropyl-6-(difluoromethyl)quinazolin-4-yl]amino]ethyl]-3-methyl-1,2,4-triazol-1-yl]pyrimidine-4-carboxamide